4-(difluoromethyl)-1-isopropyl-N-(1-(methylsulfonyl)piperidin-4-yl)-1H-[1,2,3]triazolo[4,5-h]quinazolin-8-amine FC(C1=CC=2C=NC(=NC2C2=C1N=NN2C(C)C)NC2CCN(CC2)S(=O)(=O)C)F